N-octanoyl-sarcosine C(CCCCCCC)(=O)N(C)CC(=O)O